N1C=CC=2C1=NC=C(C2)C=2C=C(C=CC2)C=CC(=O)NC2=CC(=CC(=C2)C(F)(F)F)F 3-(3-(1H-pyrrolo[2,3-b]pyridin-5-yl)phenyl)-N-(3-fluoro-5-(trifluoromethyl)phenyl)acrylamide